(R)-2-(9-oxo-2-(1H-pyrazol-4-yl)-4,5,6,7,8,9-hexahydro-3-oxa-1-thia-5a,8-diazabenzo[cd]azulen-6-yl)acetonitrile O=C1NC[C@H](N2C=3C(=C(SC13)C=1C=NNC1)OCC2)CC#N